C[Si](N[Si](C)(C)C)(C)C N,N-di(trimethylsilyl)amine